N-((S)-1-(((R)-3-methyl-1-((1S,7S)-11-methyl-2,6-dioxo-3,5-dioxa-9,11-diaza-4-borabicyclo[5.3.1]undecan-4-yl)butyl)amino)-1-oxo-3-phenylpropan-2-yl)pyrazine-2-carboxamide CC(C[C@@H](B1OC([C@@H]2CNC[C@@H](C(O1)=O)N2C)=O)NC([C@H](CC2=CC=CC=C2)NC(=O)C2=NC=CN=C2)=O)C